1-(piperidin-4-yl)imidazolin-2-one hydrochloride Cl.N1CCC(CC1)N1C(NCC1)=O